COC(=O)C=1C=C2C=CNC2=CC1 1H-indole-5-carboxylic acid methyl ester